CC1=C(C(=CC(=C1)C)C)N1C(N(CC1)C1=C(C=C(C=C1C)C)C)=N 1,3-bis(2',4',6'-trimethylphenyl)-imidazolidinimine